4-(4-{4-[4-(tert-butoxycarbonylamino-methyl)-phenylcarbamoyl]-benzoylamino}-phenyl)-piperazine-1-carboxylic acid tert-butyl ester C(C)(C)(C)OC(=O)N1CCN(CC1)C1=CC=C(C=C1)NC(C1=CC=C(C=C1)C(NC1=CC=C(C=C1)CNC(=O)OC(C)(C)C)=O)=O